1-ethyl-4-propylpyridinium chloride [Cl-].C(C)[N+]1=CC=C(C=C1)CCC